(S)-5-{9-[(2R,4S,5R)-4-Hydroxy-5-(hydroxymethyl)tetrahydrofur-2-yl]-6-oxo-1,9-dihydropurin-2-ylamino}-4-amino-5-oxovaleric acid O[C@H]1C[C@@H](O[C@@H]1CO)N1C=2N=C(NC(C2N=C1)=O)NC([C@H](CCC(=O)O)N)=O